6-(1-(1-(1-(cyclobut-1-ene-1-carbonyl)azetidine-3-carbonyl)piperidin-4-yl)-1H-pyrazol-4-yl)-4-methoxypyrazolo[1,5-a]pyridine-3-carbonitrile C1(=CCC1)C(=O)N1CC(C1)C(=O)N1CCC(CC1)N1N=CC(=C1)C=1C=C(C=2N(C1)N=CC2C#N)OC